(R)-2-(1-(3-chlorophenyl)-1H-pyrazol-4-yl)-N-(3-cyclopropyl-1H-pyrazol-5-yl)propanamide ClC=1C=C(C=CC1)N1N=CC(=C1)[C@H](C(=O)NC1=CC(=NN1)C1CC1)C